2,3,3-trichloropropene ClC(=C)C(Cl)Cl